N-(4-chlorophenyl)-1-methyl-3-(1,2,3,4-tetrahydroisoquinolin-6-yl)-1H-1,2,4-triazol-5-amine ClC1=CC=C(C=C1)NC1=NC(=NN1C)C=1C=C2CCNCC2=CC1